1-((2-Amino-9-((2R,3S,4S,5R)-4-fluoro-3-hydroxy-5-(hydroxymethyl)tetrahydrofuran-2-yl)-8-oxo-8,9-dihydro-7H-purin-7-yl)methyl)cyclopropan NC1=NC=C2N(C(N(C2=N1)[C@@H]1O[C@@H]([C@H]([C@H]1O)F)CO)=O)CC1CC1